2-[5-bromo-4-(4-fluorophenyl)-1H-imidazol-1-yl]Acetyl piperazine-1-carboxylate N1(CCNCC1)C(=O)OC(CN1C=NC(=C1Br)C1=CC=C(C=C1)F)=O